N-[2-(benzylpiperidin-4-yl)ethyl]-1-[3-chloro-5-(trifluoromethyl)pyridin-2-yl]piperidine-4-carboxamide C(C1=CC=CC=C1)N1CCC(CC1)CCNC(=O)C1CCN(CC1)C1=NC=C(C=C1Cl)C(F)(F)F